N-[1-[2-(5-bromo-2-pyridyl)-1,2,4-triazol-3-yl]ethyl]-6,8-bis(trifluoromethyl)-[1,2,4]triazolo[4,3-a]pyridin-3-amine BrC=1C=CC(=NC1)N1N=CN=C1C(C)NC1=NN=C2N1C=C(C=C2C(F)(F)F)C(F)(F)F